COC([C@H](NC1=NC=2C(=CC=CC2C=2N1N=C(N2)C2=CC=C(C=C2)OC)Br)C(C)C)=O N-[7-bromo-2-(4-methoxyphenyl)[1,2,4]triazolo[1,5-c]quinazolin-5-yl]-D-valine methyl ester